1-(2-Bromophenyl)-2-(4-fluorophenyl)-2,11-dihydroimidazo[1',5':1,2]pyrido[3,4-b]indol-4-ium chloride [Cl-].BrC1=C(C=CC=C1)C=1N(C=[N+]2C1C=1NC3=CC=CC=C3C1C=C2)C2=CC=C(C=C2)F